3β-methoxypregnenone methyl-(2E)-3-(4-fluoro-1-methyl-2-oxo-3H-1,3-benzodiazol-5-yl)prop-2-enoate C/C(/C(=O)O)=C\C1=C(C2=C(N(C(N2)=O)C)C=C1)F.CO[C@@H]1CC2CC[C@H]3[C@@H]4CC=C(C(C)=O)[C@]4(CC[C@@H]3[C@]2(CC1)C)C